1-((5-bromo-1-(cyclopropylmethyl)-3-methyl-1H-pyrazol-4-yl)methyl)-1H-pyrazol BrC1=C(C(=NN1CC1CC1)C)CN1N=CC=C1